C(CCCCC)N(C(=O)OCC(C)C)CC1=C(C(=O)OCC(C)C)C=CC=C1 isobutyl 2-((hexyl(isobutoxycarbonyl)amino)methyl)benzoate